BrC1=C(C=C2C=NN(C2=C1)C1CCOCC1)[N+](=O)[O-] 6-bromo-5-nitro-1-(tetrahydro-2H-pyran-4-yl)-1H-indazole